FC(C(=O)O)(F)F.NCCNC(=O)NCC=1C=CC(=C(C(=O)NC2=CC=C(C=C2)S(=O)(=O)N2CCN(CC2)C2=CC(=CC(=C2)Cl)Cl)C1)N(S(=O)(=O)C)C 5-[(2-Aminoethylcarbamoylamino)methyl]-N-[4-[4-(3,5-dichlorophenyl)piperazin-1-yl]sulfonylphenyl]-2-[methyl(methylsulfonyl)amino]benzamide trifluoroacetate